[OH-].[Na+].[Rh](O)(O)O rhodium hydroxide sodium hydroxide